[Al].C1(=CC=CC=C1)C1=C(C(=CC(=C1)C1=CC=CC=C1)C1=CC=CC=C1)O (2,4,6-triphenylphenol) aluminum